CC1(COB(OC1)C1=CC2=C(N(C=N2)C2CSC2)C(=C1)C(F)(F)F)C 5,5-dimethyl-2-[1-(3-thietanyl)-7-(trifluoromethyl)-1H-1,3-benzimidazol-5-yl]-1,3,2-dioxaborinane